trihydroxybibenzyl C1=CC=C(C=C1)CCC2=C(C(=C(C=C2)O)O)O